(S)-2-(2-methyl-1,4-dioxa-8-azaspiro[4.5]decan-8-yl)-8-nitro-4-oxo-6-(trifluoromethyl)-4H-1,3-benzothiazine-7-carbonitrile C[C@@H]1OC2(OC1)CCN(CC2)C=2SC1=C(C(N2)=O)C=C(C(=C1[N+](=O)[O-])C#N)C(F)(F)F